N1N=CC=C2C1=NC=N2 IMIDAZOPYRIDAZINE